2-((3-(thiophen-2-yl)benzyl)thio)-4H-imidazole S1C(=CC=C1)C=1C=C(CSC=2N=CCN2)C=CC1